N1N=CC(=C1)C1=CC=C(C=C1)NC1=NC(=NC=C1C(=O)O)C=1C=C2CN(CC2=CC1)C(=O)C1CC(C1)(F)F 4-((4-(1H-pyrazol-4-yl)phenyl)amino)-2-(2-(3,3-difluorocyclobutane-1-carbonyl)isoindoline-5-yl)pyrimidine-5-carboxylic acid